3,4-dihydroxyphenyl-imidazole propionate C(CC)(=O)O.OC=1C=C(C=CC1O)C=1NC=CN1